C(#N)C1=C(SC=2CN(CCC21)CC2=C(C(=CC=C2)C)C)NC(CC2=CC=C(C=C2)S(N)(=O)=O)=O N-(3-cyano-6-(2,3-dimethylbenzyl)-4,5,6,7-tetrahydrothieno[2,3-c]pyridin-2-yl)-2-(4-sulfamoylphenyl)acetamide